N-[(4-Benzyloxyphenyl)methyl]-6-(4-fluorophenyl)-8-methoxy-quinazolin-4-amine C(C1=CC=CC=C1)OC1=CC=C(C=C1)CNC1=NC=NC2=C(C=C(C=C12)C1=CC=C(C=C1)F)OC